C(#C)C=1C=NNC1 4-ethynylpyrazole